N1(N=CC=C1)C1=CC=C(C=N1)NC1=CC=C(C=C1)NC(C1=CC(=CC=C1)C(F)(F)F)=O N-[4-[(6-pyrazol-1-ylpyridin-3-yl)amino]phenyl]-3-(trifluoromethyl)benzamide